BrCCNCC=1N=C(N(C1)CCO)[N+](=O)[O-] [[(2-bromoethyl)-amino]methyl]-nitro-1H-imidazole-1-ethanol